(trans)-2-bromo-7-((tert-butyldimethylsilyl)oxy)-5-phenyl-6,7-dihydro-5H-pyrrolo[1,2-b][1,2,4]triazole BrC=1N=C2N(N1)[C@@H](C[C@H]2O[Si](C)(C)C(C)(C)C)C2=CC=CC=C2